CC(CCO)(C)NC=1C2=C(N=C(N1)C1=CC=NC=C1)C=NC=C2 3-methyl-3-{[2-(pyridin-4-yl)pyrido[3,4-d]Pyrimidin-4-yl]Amino}butan-1-ol